C(=O)(OCCCCCCCCCCCCCC)OOC(=O)OCCCCCCCCCCCCCC di-(tetradecyl) peroxydicarbonate